4,4,11,11-tetraethoxy-3,6,12-trioxa-4,11-disilatetradecan-7-ol C(C)O[Si](OCC)(COC(CCC[Si](OCC)(OCC)OCC)O)OCC